FC=1C(=NC=C(C1)C(C(C(F)(F)F)(F)F)(F)F)C=1C(=C(C(=O)N)C=C(C1)[N+](=O)[O-])SC=1N=NN(N1)C [3-fluoro-5-(1,1,2,2,3,3,3-heptafluoropropyl)-2-pyridyl]-2-(2-methyltetrazol-5-yl)sulfanyl-5-nitro-benzamide